N-(2-(1-hydroxyethyl)benzyl)-4-(5-methyl-2-((1-methyl-1H-pyrazol-5-yl)amino)pyrimidin-4-yl)oxazole-2-carboxamide OC(C)C1=C(CNC(=O)C=2OC=C(N2)C2=NC(=NC=C2C)NC2=CC=NN2C)C=CC=C1